4-((3-((tert-butoxycarbonyl)amino)propyl)(2-((tert-butyldimethylsilyl)oxy)ethyl)amino)butanoic acid undecyl ester C(CCCCCCCCCC)OC(CCCN(CCO[Si](C)(C)C(C)(C)C)CCCNC(=O)OC(C)(C)C)=O